tert-Butyl (2S)-2-[(4-benzyloxy-4-ethoxycarbonyl-5,5,5-trifluoro-pentoxy)methyl]pyrrolidine-1-carboxylate C(C1=CC=CC=C1)OC(CCCOC[C@H]1N(CCC1)C(=O)OC(C)(C)C)(C(F)(F)F)C(=O)OCC